Valinat N[C@@H](C(C)C)C(=O)[O-]